Cl.FC1=C(C=CC(=C1)C1NCCOC1)C=1N=C2SC3=C(N2C1)C=CC(=C3)C(=O)NC3CCOCC3 (2-fluoro-4-(morpholin-3-yl)phenyl)-N-(tetrahydro-2H-pyran-4-yl)benzo[d]imidazo[2,1-b]thiazole-7-carboxamide hydrochloride